C(#N)C=1C(=C(C=C2C(CC3(CC3)OC12)O)F)C1=C(C=NN1C)C1=CC2=C(C(N(N=C2)C(=O)[O-])=O)C=N1 7-(5-(8-cyano-6-fluoro-4-hydroxy-spiro[chromane-2,1'-cyclopropane]-7-yl)-1-methyl-1H-pyrazol-4-yl)-4-oxopyrido[3,4-d]pyridazine-3(4H)-carboxylate